1-Benzyl-5-(2-hydroxypropan-2-yl)-1H-pyrazole-3-sulfonamide C(C1=CC=CC=C1)N1N=C(C=C1C(C)(C)O)S(=O)(=O)N